ethyl 4-chloro-2-methyl-1H-pyrrolo[2,3-b]pyridine-5-carboxylate ClC1=C2C(=NC=C1C(=O)OCC)NC(=C2)C